(8R)-6-(4-bromo-2,6-difluorophenyl)-7-(3-((tert-butyldiphenylsilyl)oxy)-2,2-difluoropropyl)-8-methyl-6,7,8,9-tetrahydroimidazo[1,2-a][1,6]naphthyridine BrC1=CC(=C(C(=C1)F)C1C=2C=CC=3N(C2C[C@H](N1CC(CO[Si](C1=CC=CC=C1)(C1=CC=CC=C1)C(C)(C)C)(F)F)C)C=CN3)F